FC1=C(C=CC=C1)S(=O)(=O)CC(=O)C1=CC=C(C=C1)C1=NOC(=N1)C(F)(F)F 2-((2-Fluorophenyl)sulfonyl)-1-(4-(5-(trifluoromethyl)-1,2,4-oxadiazol-3-yl)phenyl)ethan-1-on